methyl (Z)-1-(4-amino-2-fluorobut-2-en-1-yl)-4-(3-(N-methylsulfamoyl)phenyl)-1H-benzo[d]imidazol-6-carboxylate NC\C=C(\CN1C=NC2=C1C=C(C=C2C2=CC(=CC=C2)S(NC)(=O)=O)C(=O)OC)/F